ClC1=C(C=CC(=C1)F)C1=CC(OC2=CC(=CC=C12)C=C)=O 4-(2-chloro-4-fluorophenyl)-7-vinyl-2H-chromen-2-one